O(C)C1=CC=C(C=CC(=O)O)C=C1 p-methoxyl-cinnamic acid